C12[C@H](CC(C=C1)C2)C(=O)N2CCN(CC2)C(=O)C=2C=CC(=C(C2)NS(=O)(=O)C2=CC1=CC=CC=C1C=C2)N2CCN(CC2)C(C)C N-(5-(4-((2S)-bicyclo[2.2.1]hept-5-ene-2-carbonyl)piperazine-1-carbonyl)-2-(4-isopropylpiperazin-1-yl)phenyl)naphthalene-2-sulfonamide